4-bromo-5-methyl-1-((3R)-tetrahydrofuran-3-ylmethyl)pyrrole-2-carbonitrile BrC=1C=C(N(C1C)C[C@@H]1COCC1)C#N